N-(3-chloro-5-(methylsulfonyl)phenyl)-4-(3-cyano-5-(3,3-difluoroazetidin-1-yl)pyridin-2-yl)-5-methylthiophene-2-carboxamide ClC=1C=C(C=C(C1)S(=O)(=O)C)NC(=O)C=1SC(=C(C1)C1=NC=C(C=C1C#N)N1CC(C1)(F)F)C